[C@H]12CCC[C@H](CC1)N2C tropane